ClC1=C(N=C(C(=N1)N1C2CN(CC1CCC2)C(=O)OC(C)(C)C)C)C(=O)C2=C(C1=CN(N=C1C=C2)C)Cl tert-Butyl 9-[6-chloro-5-(4-chloro-2-methyl-2H-indazole-5-carbonyl)-3-methylpyrazin-2-yl]-3,9-diazabicyclo[3.3.1]nonane-3-carboxylate